1,3-Di(9H-carbazol-9-yl)benzene C1=CC=CC=2C3=CC=CC=C3N(C12)C1=CC(=CC=C1)N1C2=CC=CC=C2C=2C=CC=CC12